S1C=C(C=2C=NC=CC21)N thieno[3,2-c]pyridin-3-amine